(2R)-4,4-Difluoro-N-(4-{5-fluoro-7-[(2S)-oxolan-2-yl]-3-(pyridin-2-yl)-1H-pyrrolo[3,2-b]pyridin-2-yl}pyridin-2-yl)-2-(4-fluorophenyl)butanamid FC(C[C@@H](C(=O)NC1=NC=CC(=C1)C1=C(C2=NC(=CC(=C2N1)[C@H]1OCCC1)F)C1=NC=CC=C1)C1=CC=C(C=C1)F)F